3-[(5-difluoromethoxy-1-methyl-3-trifluoromethyl-pyrazol-4-yl)-methylsulfonyl]-4,5-dihydro-5,5-dimethyl-oxazole FC(OC1=C(C(=NN1C)C(F)(F)F)CS(=O)(=O)N1COC(C1)(C)C)F